4-(5-(2-methoxy-2-oxoethyl)pyridin-2-yl)piperazine-1-carboxylic acid tert-butyl ester C(C)(C)(C)OC(=O)N1CCN(CC1)C1=NC=C(C=C1)CC(=O)OC